6-((1S,4S)-2,5-diazabicyclo[2.2.1]heptan-2-yl)-N-(4-(difluoromethoxy)-2,3-difluorophenyl)pyrido[3,2-d]pyrimidin-4-amine [C@@H]12N(C[C@@H](NC1)C2)C=2C=CC=1N=CN=C(C1N2)NC2=C(C(=C(C=C2)OC(F)F)F)F